FC(C=C1C2CCC1CC2)(F)F 7-(2,2,2-trifluoroethylidene)bicyclo[2.2.1]heptan